4-ethynylmandelic acid C(#C)C1=CC=C(C(C(=O)O)O)C=C1